2-((1R,5S,6S)-6-(3-isobutylphenyl)-3-azabicyclo[3.1.0]hexane-3-carbonyl)-7-oxa-5-azaspiro[3.4]octane-6-one C(C(C)C)C=1C=C(C=CC1)C1[C@@H]2CN(C[C@H]12)C(=O)C1CC2(C1)NC(OC2)=O